OCC(NCCCS(=O)(=O)O)(CO)CO (N-[tris(hydroxymethyl)methyl])-3-aminopropanesulfonic acid